CN(C(=S)N)NN Methyl-(E)-hydrazinothiourea